((4-(2',3',4',5'-tetrahydro-[1,1'-biphenyl]-4-yl)-1H-indazol-3-yl)amino)acetic acid C1(=CC=C(C=C1)C1=C2C(=NNC2=CC=C1)NCC(=O)O)C=1CCCCC1